(3R,4S,5R,6R)-4,5-bis(benzyloxy)-6-((benzyloxy)methyl)-3-fluorotetrahydro-2H-pyran-2-ol C(C1=CC=CC=C1)O[C@@H]1[C@H](C(O[C@@H]([C@H]1OCC1=CC=CC=C1)COCC1=CC=CC=C1)O)F